2-Methyl-N-(1,1,1-trifluoropropan-2-yl)-1-((2-(trimethylsilyl)ethoxy)methyl)-1H-pyrrole-3-carboxamide CC=1N(C=CC1C(=O)NC(C(F)(F)F)C)COCC[Si](C)(C)C